CN1N=NC2=C1C=CC(=C2C)C(CC(=O)OCC)C=2C=C1CCCC1=C(C2)CN2S(C1=C(OC3(C2)CCC3)N=CC=C1)(=O)=O Ethyl 3-(1,4-dimethyl-1H-benzotriazol-5-yl)-3-{7-[(1',1'-dioxidospiro[cyclobutane-1,4'-pyrido[2,3-b][1,4,5]oxathiazepine]-2'(3'H)-yl)methyl]-2,3-dihydro-1H-inden-5-yl}propanoate